OC[C@H](C1=NC(=CC=C1)N1CCN(CC1)C)NC(C)=O N-[(1S)-2-hydroxy-1-[6-(4-methylpiperazin-1-yl)pyridin-2-yl]ethyl]acetamide